FC(C1=NN=C(O1)C=1C=CC(=NC1)CN1C(N(C(C1=O)(C)C)C1=C2CCNC2=CC=C1)=O)F 3-((5-(5-(difluoromethyl)-1,3,4-oxadiazol-2-yl)pyridin-2-yl)methyl)-1-(indolin-4-yl)-5,5-dimethylimidazolidin-2,4-dione